FC1(CCN(CC1)C1=NC=C(C(=N1)C=1C=NN(C1)C1=C(C=C(C=C1)NS(=O)(=O)CC(=O)OC)N1CCC2(CC2)CC1)F)F methyl 2-(N-(4-(4-(2-(4,4-difluoropiperidin-1-yl)-5-fluoropyrimidin-4-yl)-1H-pyrazol-1-yl)-3-(6-azaspiro[2.5]octan-6-yl)phenyl)sulfamoyl)acetate